ClC1=C(C=CC=C1Cl)N1CCN(CC1)CCCCOC1=CC=C2CCC(NC2=C1)=O 7-[4-[4-(2,3-dichlorophenyl)-1-piperazinyl]butoxy]-3,4-dihydroquinolinone